butyl 4-[[1-(4-[5H,6H,7H-pyrrolo[1,2-a]imidazol-3-yl]phenyl)piperidin-4-yl]methyl]piperazine-1-carboxylate N1=C2N(C(=C1)C1=CC=C(C=C1)N1CCC(CC1)CN1CCN(CC1)C(=O)OCCCC)CCC2